C(C)N1C=2N(C(N=C(C2N=C1CC#N)N1[C@H](CN([C@@H](C1)C)C(C)C1=CC(=CC=C1)OC(C)C)C)=O)C 2-(9-ethyl-6-((2S,5R)-4-(1-(3-isopropoxyphenyl)ethyl)-2,5-dimethylpiperazin-1-yl)-3-methyl-2-oxo-3,9-dihydro-2H-purin-8-yl)acetonitrile